4-amino-6-bromo-7-isopropyl-N-(4-(methoxymethyl)phenyl)pyrrolo[2,1-f][1,2,4]triazine-5-carboxamide NC1=NC=NN2C1=C(C(=C2C(C)C)Br)C(=O)NC2=CC=C(C=C2)COC